FC=1C=CC(=C(C=O)C1)OC1CCOCC1 5-fluoro-2-(tetrahydro-2H-pyran-4-yl)oxybenzaldehyde